ClC1=CC=C(C(=C1S(=O)(=O)N(C)OC)O)NC1=C(C(C1=O)=O)NC(CC)CC 6-chloro-3-(3,4-dioxo-2-(pentan-3-ylamino)cyclobut-1-enylamino)-2-hydroxy-N-methoxy-N-methylbenzenesulfonamide